N1(CCCCC1)CC(=C)C=C 2-(N-piperidinylmethyl)-1,3-butadiene